N1(CCCCC1)NC1=NC=CC(=N1)N N2-(piperidin-1-yl)pyrimidine-2,4-diamine